N-(3-(methylsulfonamido)phenyl)-2-phenylthiazole-4-carboxamide CS(=O)(=O)NC=1C=C(C=CC1)NC(=O)C=1N=C(SC1)C1=CC=CC=C1